10,11-dihydro-10-hydroxy-5H-dibenzo[b,f]azepine-5-carboxamide OC1CC2=C(N(C3=C1C=CC=C3)C(=O)N)C=CC=C2